ClC1=C(C=C(C(=N1)I)C[C@H](C(C)(C)C)NC(OC(C)(C)C)=O)OCC1CC1 tert-butyl (R)-(1-(6-chloro-5-(cyclopropylmethoxy)-2-iodopyridin-3-yl)-3,3-dimethylbutan-2-yl)carbamate